2-(3-chloro-4-fluorobenzyl)-6-(6-(difluoromethoxy)pyridin-3-yl)pyridazin-3(2H)-one ClC=1C=C(CN2N=C(C=CC2=O)C=2C=NC(=CC2)OC(F)F)C=CC1F